C(C)C=1C(=C(C(=O)OCC)C(=CC1OCOC)C)OCOC ethyl 3-ethyl-2,4-bis(methoxymethoxy)-6-methylbenzoate